N4-Cyclopentyl-N2-phenylpyrimidine-2,4-diamine C1(CCCC1)NC1=NC(=NC=C1)NC1=CC=CC=C1